ricinoleyl octatriacontanoate C(CCCCCCCCCCCCCCCCCCCCCCCCCCCCCCCCCCCCC)(=O)OCCCCCCCC\C=C/C[C@H](O)CCCCCC